2-((4-fluoro-2-methylphenyl)amino)-5-(trifluoromethyl)benzoic acid methyl ester COC(C1=C(C=CC(=C1)C(F)(F)F)NC1=C(C=C(C=C1)F)C)=O